FC=1C2=C(C=NC1)CC(C2)CNCCC2CN(C(O2)=O)C2=NC1=C(OCC(N1)=O)N=C2 6-[5-[2-[(4-fluoro-6,7-dihydro-5H-cyclopenta[c]pyridin-6-yl)methylamino]ethyl]-2-oxo-1,3-oxazolidin-3-yl]-4H-pyrazino[2,3-b][1,4]oxazin-3-one